S(=O)(=O)([O-])[O-].CC[N+](CCCNC(CCCCCCCCC=C)=O)(C)C.CC[N+](C)(C)CCCNC(CCCCCCCCC=C)=O methyltrimethyl-[3-(undec-10-enoylamino)propyl]azanium sulfate